ClC1=CC=C(C=C1)C1CC(C1)N 3-(4-chlorophenyl)cyclobutane-1-amine